N[C@@H](CC(=O)[O-])C(=O)[O-].N[C@@H](CC(=O)[O-])C(=O)[O-].[Zn+2].[Zn+2] zinc di-aspartate